5-(1-hydroxypropane-2-yl)-1-methyl-4,5,6,7-tetrahydro-1H-imidazo[4,5-c]Pyridine-2-carboxamide OCC(C)N1CC2=C(CC1)N(C(=N2)C(=O)N)C